3-[[4-[4-[3-[5-[[(1-acetyl-4-piperidyl)-tert-butoxycarbonyl-amino]methyl]-6-methoxy-2-pyridyl]-2-chloro-phenyl]-3-chloro-2-pyridyl]-2-methoxy-phenyl]methylamino]propanoic acid C(C)(=O)N1CCC(CC1)N(C(=O)OC(C)(C)C)CC=1C=CC(=NC1OC)C=1C(=C(C=CC1)C1=C(C(=NC=C1)C1=CC(=C(C=C1)CNCCC(=O)O)OC)Cl)Cl